1,3,5-triphenylpyrazoline C1C(N(N=C1C2=CC=CC=C2)C3=CC=CC=C3)C4=CC=CC=C4